4,4'-(1H,1'H-[4,4'-biimidazole]-1,1'-diylbis{[3-(propan-2-yl)-1H-pyrazolo[3,4-b]pyridine-4,1-diyl]})bis(3-ethylbenzamide) N1(C=NC(=C1)C=1N=CN(C1)C1=C2C(=NC=C1)N(N=C2C(C)C)C2=C(C=C(C(=O)N)C=C2)CC)C2=C1C(=NC=C2)N(N=C1C(C)C)C1=C(C=C(C(=O)N)C=C1)CC